CC(=CCCC)CC methyl-ethylpentene